(3R,4S)-3-[(4R)-benzyl-2-oxo-oxazolidine-3-carbonyl]-4-(4-trifluoromethylphenyl)-pyrrolidine-1-carboxylic acid tert-butyl ester C(C)(C)(C)OC(=O)N1C[C@@H]([C@H](C1)C1=CC=C(C=C1)C(F)(F)F)C(=O)N1C(OC[C@H]1CC1=CC=CC=C1)=O